2-(3,4-dimethoxystyryl)quinoline COC=1C=C(C=CC2=NC3=CC=CC=C3C=C2)C=CC1OC